(7R,14R)-11-chloro-1-(difluoromethoxy)-6-(methyl-d3)-6,7-dihydro-7,14-methanobenzo[f]benzo[4,5]imidazo[1,2-a][1,4]diazocin-5(14H)-one ClC1=CC2=C(N=C3N2[C@H]2C4=C(C(N([C@@H]3C2)C([2H])([2H])[2H])=O)C=CC=C4OC(F)F)C=C1